ethyl 6-cyclopropyl-1-methyl-8-(3-nitrophenyl)-2,4,5-trioxo-3H-pyrido[2,3-d]pyridazine-3-carboxylate acetate C(C)(=O)O.C1(CC1)N1N=C(C2=C(C1=O)C(C(C(N2C)=O)C(=O)OCC)=O)C2=CC(=CC=C2)[N+](=O)[O-]